C(C)C=1C=NN2C1N=C(C=C2NCC=2C=CC(=NC2)OCC(=O)OC(C)(C)C)N2[C@@H](CCCC2)CCO tert-butyl 2-[[5-[[[3-ethyl-5-[(2S)-2-(2-hydroxyethyl)-1-piperidyl]pyrazolo[1,5-a]pyrimidin-7-yl]amino]methyl]-2-pyridyl]oxy]acetate